spiro[fluorene-9,5'-indeno[1,2-b]pyridin] N1=C2C(=CC=C1)C1(C3=CC=CC=C32)C3=CC=CC=C3C=3C=CC=CC31